[Si](C)(C)(C(C)(C)C)O[C@H]1C[C@@H](N(C1)C(=O)OCC1=CC=CC=C1)C=1N=C2N(C=C(C=C2)C2C(C2)C)C1 benzyl (2R,4S)-4-((tert-butyldimethylsilyl)oxy)-2-(6-(2-methylcyclopropyl)imidazo[1,2-a]pyridin-2-yl)pyrrolidine-1-carboxylate